FC1=C(C=CC=C1F)CN1C(CCC1=O)CC(=O)[N-]S(=O)(=O)C [2-[1-[(2,3-difluorophenyl)methyl]-5-oxopyrrolidin-2-yl]acetyl]-methylsulfonylazanid